1-(4-(3-fluoro-1-methylazetidin-3-yl)pyridin-2-yl)-N-(1-methyl-1H-indazol-7-yl)-1H-pyrazole-4-sulfonamide FC1(CN(C1)C)C1=CC(=NC=C1)N1N=CC(=C1)S(=O)(=O)NC=1C=CC=C2C=NN(C12)C